5-amino-7-chloro-3-(2-methoxyethyl)-2H,3H-[1,3]thiazolo[4,5-d]pyrimidin-2-one NC=1N=C(C2=C(N1)N(C(S2)=O)CCOC)Cl